N-([1,1'-Biphenyl]-3-yl)-6-chloro-4-methoxynicotinamide C1(=CC(=CC=C1)NC(C1=CN=C(C=C1OC)Cl)=O)C1=CC=CC=C1